N1N=CC(=C1)C1=CC=C(C=C1)NC1=NC(=NC2=CC=CC=C12)C=1C=C(C=CC1)/C=C/C(=O)O (E)-3-(3-(4-((4-(1H-pyrazol-4-yl)phenyl)amino)quinazolin-2-yl)phenyl)acrylic acid